FC(CCS(=O)(=O)NC1=NC=C(C=C1)C=1C=C2C=NC(=NC2=C(C1)C(C)C)NC1CCC(CC1)N1CCCC1)(C)F 3,3-difluoro-N-(5-(8-isopropyl-2-(((1r,4r)-4-(pyrrolidin-1-yl)cyclohexyl)amino)quinazolin-6-yl)pyridin-2-yl)butane-1-sulfonamide